FC1=C(C(=C(C(=C1[Zn]C1=C(C(=C(C(=C1F)F)F)F)F)F)F)F)F di(pentafluorophenyl)zinc